ClC1=C(C=CC=2C=C3N(C12)CC(N(CC3C=3C=NNC3)CCO)=O)Cl 7,8-dichloro-3-(2-hydroxyethyl)-l-1-(1H-pyrazol-4-yl)-2,3-dihydro-1H-[1,4]diazepino[1,7-a]indol-4(5H)-one